BrC1=NN(C2=C1N=C(N=C2N[C@H](CCO[Si](C2=CC=CC=C2)(C2=CC=CC=C2)C(C)(C)C)CC)NC(OC)=O)CC2=C(C=C(C=C2)C#N)OC methyl (S)-(3-bromo-7-((1-((tert-butyldiphenylsilyl)oxy)pentan-3-yl)amino)-1-(4-cyano-2-methoxybenzyl)-1H-pyrazolo[4,3-d]pyrimidin-5-yl)carbamate